C(C1=CC=CC=C1)OC(=O)N[C@H](C(=O)O)CCCCNC(COCCOCCNC(COCCOCCNC(CC[C@H](NC(CCCCCCCCCCCCCCCCCCP(=O)(OC(C)(C)C)OC(C)(C)C)=O)C(=O)OC(C)(C)C)=O)=O)=O (2S,29S)-2-(((benzyloxy)carbonyl)amino)-29-(tert-butoxycarbonyl)-49-(di-tert-butoxyphosphoryl)-8,17,26,31-tetraoxo-10,13,19,22-tetraoxa-7,16,25,30-tetraazanonatetracontanoic acid